6-chloro-7-(2-fluorophenyl)-4-((2S)-2-methyl-4-(2-propenoyl)-1-piperazinyl)-1-(2-(2-propanyl)-3-pyridinyl)pyrido[2,3-d]pyrimidin-2(1H)-one ClC1=CC2=C(N(C(N=C2N2[C@H](CN(CC2)C(C=C)=O)C)=O)C=2C(=NC=CC2)C(C)C)N=C1C1=C(C=CC=C1)F